(3S)-3-{[5-(2-chloro-6-methoxyphenyl)-1-cyclopentyl-1H-pyrazol-3-yl]formamido}-N-cyclobutyl-5-(piperidin-1-yl)pentanamide ClC1=C(C(=CC=C1)OC)C1=CC(=NN1C1CCCC1)C(=O)N[C@H](CC(=O)NC1CCC1)CCN1CCCCC1